4-azido-4'-methoxychalcone N(=[N+]=[N-])C1=CC=C(C=C1)\C=C\C(=O)C1=CC=C(C=C1)OC